FC1=C(C(=CC(=C1)F)OCCOC)C1=C2C(=C(N=C1C1=NN3C([C@H](NCC3)C)=C1)C=1C=C3C=NN(C3=CC1)C)SC=C2 4-[2,4-difluoro-6-(2-methoxyethoxy)phenyl]-7-(1-methylindazol-5-yl)-5-[(4R)-4-methyl-4,5,6,7-tetrahydropyrazolo[1,5-a]pyrazin-2-yl]thieno[2,3-c]pyridine